O=C1NC(CCC1N1C(C2=CC=CC(=C2C1=O)NCCC=1N=NN(C1)CCCCCCCCCO)=O)=O 2-(2,6-dioxo-3-piperidyl)-4-[2-[1-(9-hydroxynonyl)triazol-4-yl]ethylamino]isoindoline-1,3-dione